(±)-(4aR,13bR)-4-methyl-3,4,4a,5,6,13b-hexahydro-[1,4]oxazino[2',3':3,4]pyrido[2,1-b]quinazolin-8(2H)-one CN1CCO[C@@H]2[C@H]1CCN1C2=NC2=CC=CC=C2C1=O |r|